β,γ-methyleneadenosine 5'-triphosphate disodium salt C1=NC(=C2C(=N1)N(C=N2)[C@H]3[C@@H]([C@@H]([C@H](O3)COP(=O)(O)OP(=O)(CP(=O)(O)[O-])O)O)O)N.[Na+]